4-((2R,4s,6S)-2-cyano-7-((5-cyclopropyl-7-methyl-1H-indol-4-yl)methyl)-7-azaspiro[3.5]nonan-6-yl)-N-((3-hydroxyoxetan-3-yl)methyl)benzamide C(#N)C1CC2(C1)C[C@H](N(CC2)CC2=C1C=CNC1=C(C=C2C2CC2)C)C2=CC=C(C(=O)NCC1(COC1)O)C=C2